C1(CC1)CN1CC[C@@]23CCN(CC[C@@H]2[C@H]1CC1=CC=CC=C13)C1CC(C1)N1N=CC(=C1)C (5aS,6R,11bS)-14-(cyclopropylmethyl)-3-(3-(4-methyl-1H-pyrazol-1-yl)cyclobutyl)-2,3,4,5,6,7-hexahydro-6,11b-(epiminoethano)naphtho[1,2-d]azepine